(1-(4-methoxybenzyl)-4-methyl-1H-pyrazol-3-yl)boronic acid COC1=CC=C(CN2N=C(C(=C2)C)B(O)O)C=C1